N-(3-chloro-5-(methylsulfonamido)phenyl)-4-(5-(3,3-difluoroazetidin-1-yl)-3-fluoropyridin-2-yl)thiophene-2-carboxamide ClC=1C=C(C=C(C1)NS(=O)(=O)C)NC(=O)C=1SC=C(C1)C1=NC=C(C=C1F)N1CC(C1)(F)F